2-amino-5-mercaptopyridin-3-ol NC1=NC=C(C=C1O)S